C(C)ONC(=O)[C@H]1N2C(N([C@H](CC1)C2)OS(=O)(=O)O)=O |r| (2SR,5RS)-N-ethoxy-7-oxo-6-(sulfooxy)-1,6-diazabicyclo[3.2.1]octane-2-carboxamide